NC([C@H](CCC(=O)O)N1C(C2=CC=C(C(=C2C1)F)C[C@@H]1[C@H](CCCC1)N)=O)=O (S)-5-Amino-4-(5-(((1R,2S)-2-aminocyclohexyl)methyl)-4-fluoro-1-oxoisoindolin-2-yl)-5-oxopentanoic acid